1-(hydroxymethyl)-3-(6-(hydroxymethyl)-7-methoxy-1-oxoisoindolin-2-yl)piperidine-2,6-dione OCN1C(C(CCC1=O)N1C(C2=C(C(=CC=C2C1)CO)OC)=O)=O